N-cyclobutyl-4-(1H-pyrrolo[3,2-c]pyridin-4-yl)benzamide C1(CCC1)NC(C1=CC=C(C=C1)C1=NC=CC2=C1C=CN2)=O